((2R,3S,4R,5R)-5-(4-aminopyrrolo[2,1-f][1,2,4]triazin-7-yl)-5-cyano-3,4-dihydroxytetrahydrofuran-2-yl) methylcyclohexylformate phosphate P(=O)(O)(O)O.CC1(CCCCC1)C(=O)O[C@H]1O[C@@]([C@@H]([C@@H]1O)O)(C#N)C1=CC=C2C(=NC=NN21)N